(1S,2S)-METHYL 2-(HYDROXYMETHYL)-1-METHYLCYCLOBUTANECARBOXYLATE OC[C@@H]1[C@](CC1)(C(=O)OC)C